azole-1-yl-oxy-tris-(dimethylamino)-phosphonium hexafluorophosphate F[P-](F)(F)(F)(F)F.N1(C=CC=C1)O[P+](N(C)C)(N(C)C)N(C)C